2,2-diethyl-6-[3-(thien-3-yl)-1,2,4-oxadiazol-5-yl]-1,3-dihydroquinolin-4-one C(C)C1(NC2=CC=C(C=C2C(C1)=O)C1=NC(=NO1)C1=CSC=C1)CC